C(#N)C=1C=C2C(=CC=NC2=CC1)NC=1C=C(C(=O)NC2=CC=C(C=C2)NC2=CC=NC=C2)C=CC1 3-((6-cyanoquinolin-4-yl)amino)-N-(4-(pyridin-4-ylamino)phenyl)benzamide